S1N=NC(=C1)S Thiadiazolethiol